N1=CC=CC2=CC=C3C(=C12)CC=1C=CC=CC1O3 CHROMENOCHINOLIN